(S)-1-[(S)-1-(2,3-dihydro-benzo[1,4]dioxin-2-yl)methyl]-3-methyl-piperidine-3-carboxylic acid ethyl ester C(C)OC(=O)[C@@]1(CN(CCC1)C[C@H]1COC2=C(O1)C=CC=C2)C